CCCCCCCCCCCCCCCCCCCC(=O)OC[C@H](COP(=O)([O-])OCC[N+](C)(C)C)OC(=O)CCCCCCCCCCCCC The molecule is a phosphatidylcholine 34:0 in which the 1- and 2-acyl groups are specified as icosanoyl (arachidyl) and tetradecanoyl (myristoyl) respectively. It has a role as a mouse metabolite and a rat metabolite. It derives from an icosanoic acid and a tetradecanoic acid.